O[C@H](C(=O)N)CN1[C@H](C[C@@]2(CC1)OCCC1=C2SC(=C1)C(F)(F)F)C (2S)-2-hydroxy-3-[(2'S,7R)-2'-methyl-2-(trifluoromethyl)spiro[4,5-dihydrothieno[2,3-c]pyran-7,4'-piperidine]-1'-yl]propanamide